FC=1C(=CC(=C(C(=O)O)C1)O[C@@H](C)C1=CC=CC=C1)N1N=C2N(CCCC2)C1=O 5-fluoro-4-(3-oxo-5,6,7,8-tetrahydro[1,2,4]triazolo[4,3-a]pyridin-2(3H)-yl)-2-[(1S)-1-phenylethoxy]benzoic acid